1,7-Diaminonaphthalene NC1=CC=CC2=CC=C(C=C12)N